2-{3-[(6,7-dihydro-5H-pyrazolo[5,1-b][1,3]oxazin-3-yl)amino]-1-methyl-1H-indazol-6-yl}propan-2-ol N1=CC(=C2OCCCN21)NC2=NN(C1=CC(=CC=C21)C(C)(C)O)C